C[Si](CCOCN1N=CC(=C1)C1=CC(=NC2=CC=CC=C12)C=O)(C)C 4-(1-((2-(trimethylsilyl)ethoxy)methyl)-1H-pyrazol-4-yl)quinoline-2-carbaldehyde